FC(C(COC([C@@H](NC(=O)OC(C)(C)C)C)=O)(C)C)(F)F (tert-butoxycarbonyl)-L-alanine 3,3,3-trifluoro-2,2-dimethylpropyl ester